2-((1S,5R)-3-(8-chloroquinolin-5-yl)-5-(trifluoromethyl)-3-azabicyclo[3.1.0]hexan-1-yl)-5-(1-methylpiperidin-4-yl)-1,3,4-oxadiazole ClC=1C=CC(=C2C=CC=NC12)N1C[C@@]2(C[C@@]2(C1)C(F)(F)F)C=1OC(=NN1)C1CCN(CC1)C